6-morpholinomethylthioxanthone O1CCN(CC1)CC=1C=C2SC=3C=CC=CC3C(C2=CC1)=O